COCCN(S(F)(F)F)CCOC 2-methoxy-N-(2-methoxyethyl)-N-(trifluoro-lambda4-sulfanyl)ethylamine